N-(5-methyl-1H-pyrazol-3-yl)carboxamide CC1=CC(=NN1)NC=O